NC=1N=C(C2=C(N1)C=CN2CC2=C(C=C(C(=O)OC)C=C2)OC)NCCCCC methyl 4-((2-amino-4-(pentylamino)-5H-pyrrolo[3,2-d]pyrimidin-5-yl)methyl)-3-methoxybenzoate